C(C=C)(=O)N1CCN(CC1)CC1=CC=C(C=C1)[C@H](C)NC=1N=CC2=C(N1)N(C(C=C2)=O)CC(CO)(C)C 2-{[(1S)-1-{4-[(4-Acryloylpiperazin-1-yl)methyl]phenyl}ethyl]amino}-8-(3-hydroxy-2,2-dimethyl-propyl)pyrido[2,3-d]pyrimidin-7(8H)-on